CC1CNCC(C1C1=C2CN(C(C2=C(C=C1)F)=O)C1C(NC(CC1)=O)=O)C 3-(4-(3,5-dimethylpiperidin-4-yl)-7-fluoro-1-oxoisoindolin-2-yl)piperidine-2,6-dione